ClC1=C(C=C(C=C1F)C(C#N)C(=O)C1OCCCC1)F 2-(4-chloro-3,5-difluorophenyl)-3-(oxan-2-yl)-3-oxopropanenitrile